C(C)(C)(C)OC(=O)N1C[C@@H](CCCC1)N.FC1=C(N)C=C(C=C1OCCOCCOCCOCCO[Si](C(C)(C)C)(C)C)C(F)(F)F 2-fluoro-3-[(2,2,3,3-tetramethyl-4,7,10,13-tetraoxa-3-silapentadecan-15-yl)oxy]-5-(trifluoromethyl)aniline tert-butyl-(R)-3-aminoazepane-1-carboxylate